FC(C=1C=C(C=CC1)C=1C2=C(N=CN1)N(C(=C2)[PH2]=O)COCC[Si](C)(C)C)(F)F (4-(3-(trifluoromethyl)phenyl)-7-((2-(trimethylsilyl)ethoxy)methyl)-7H-pyrrolo[2,3-d]pyrimidin-6-yl)phosphine oxide